N-cyclopropyl-2-(1-tetrahydropyran-2-ylindazol-6-yl)thiobenzamide C1(CC1)NC(C1=C(C=CC=C1)C1=CC=C2C=NN(C2=C1)C1OCCCC1)=S